3'-fluoro-5-(2,4,4-trimethylpentan-2-yl)-[1,1'-biphenyl] FC=1C=C(C=CC1)C1=CC=CC(=C1)C(C)(CC(C)(C)C)C